BrC1=NC(=CC=C1)N1CCCC1 2-bromo-6-pyrrolidin-1-ylpyridine